C(C)(C)(C)OC(=O)N1CCN(CC1)C1=NC=C(C=C1)C#N.OC1=CC=C2C(NN=C(C2=C1)CC=1C=C(C(=O)N2CCN(CC2)C2=NC=C(C#N)C=C2)C=CC1)=O 6-(4-(3-((7-Hydroxy-4-oxo-3,4-dihydrophthalazin-1-yl)methyl)benzoyl)piperazin-1-yl)nicotinonitrile tert-Butyl-4-(5-cyanopyridin-2-yl)piperazine-1-carboxylate